FC1=C(C(=CC=C1)F)C=1C(=C(N=NC1)C(=O)N)NC1=CN(C(C=C1)=O)C (2,6-difluorophenyl)-4-((1-methyl-6-oxo-1,6-dihydropyridin-3-yl)amino)pyridazine-3-carboxamide